FC(OC1=C(C=CC=C1)S(=O)(=O)NC(OC)=O)(F)F methyl ((2-(trifluoromethoxy)phenyl)sulfonyl)carbamate